tert-butyl 3-(benzofuran-6-yl)-2-oxoindoline-1-carboxylate O1C=CC2=C1C=C(C=C2)C2C(N(C1=CC=CC=C21)C(=O)OC(C)(C)C)=O